[Sn].[Ru].C(C1=CC=CC=C1)N1[C@H](CC(C[C@H]1C=1N=NN(C1)C)C(=O)N(CC1=CC=C(C=C1)OC)C1=C(C=C(C=C1)C(F)(F)F)Br)C (2s,6s)-1-benzyl-N-[2-bromo-4-(trifluoromethyl)phenyl]-N-[(4-methoxyphenyl)methyl]-2-methyl-6-(1-methyltriazol-4-yl)piperidine-4-carboxamide Ruthenium-tin